C1(=CC=CC=C1)CC(=O)NC1=CC=C(C=C1)C1=NNC(=C1C(=O)N)NC1=NC=CC=C1 3-(4-(2-phenyl-acetamido)phenyl)-5-(pyridin-2-ylamino)-1H-pyrazole-4-carboxamide